(S)-3-ethyl-7-((4-(3-hydroxybutanoyl)piperazin-1-yl)methyl)-1,5-naphthyridin-2(1H)-one C(C)C=1C(NC2=CC(=CN=C2C1)CN1CCN(CC1)C(C[C@H](C)O)=O)=O